C(CCCC)C1(C=C(C(=O)OCC(C)C)C(=O)OCC(C)C)CC=CC=C1 diisobutyl (1-n-pentylbenzylidene)malonate